1-[2-(6-chloro-imidazo[1,2-a]pyridin-3-yl)-pyrimidin-4-yl]-3-(3-methyl-[1,2,4]oxadiazol-5-yl)-pyrrolidin-3-ol ClC=1C=CC=2N(C1)C(=CN2)C2=NC=CC(=N2)N2CC(CC2)(O)C2=NC(=NO2)C